6-((cis-3-hydroxy-3-methylcyclobutyl)methoxy)-4-(6-(6-((6-methoxypyridine-3-yl)methyl)-3,6-diazabicyclo[3.1.1]heptan-3-yl)pyridin-3-yl)pyrazolo[1,5-a]pyridine OC1(CC(C1)COC=1C=C(C=2N(C1)N=CC2)C=2C=NC(=CC2)N2CC1N(C(C2)C1)CC=1C=NC(=CC1)OC)C